6-(5-methyl-1-((1s,4s)-4-methyl-4-(methylamino)cyclohexyl)-1H-pyrazol-4-yl)-4-(pyridin-2-ylthio)pyrazolo[1,5-a]pyridine-3-carbonitrile CC1=C(C=NN1C1CCC(CC1)(NC)C)C=1C=C(C=2N(C1)N=CC2C#N)SC2=NC=CC=C2